N-(5-methyl-4-oxo-2,3,4,5-tetrahydrobenzo[b][1,4]oxazepin-3-yl)-5-(1-phenylcyclopropyl)-1,3,4-thiadiazole-2-carboxamide CN1C2=C(OCC(C1=O)NC(=O)C=1SC(=NN1)C1(CC1)C1=CC=CC=C1)C=CC=C2